(S)-1-(3-(difluoromethoxy)phenyl)-N-(3-methyl-1,1-dioxidothietan-3-yl)-3-(2,2,2-trifluoro-1-hydroxyethyl)-1H-indazole-5-carboxamide FC(OC=1C=C(C=CC1)N1N=C(C2=CC(=CC=C12)C(=O)NC1(CS(C1)(=O)=O)C)[C@@H](C(F)(F)F)O)F